diethoxy sulfone C(C)OS(=O)(=O)OCC